1-(5-(1-Methyl-1H-pyrazol-4-yl)pyridin-2-yl)piperazine CN1N=CC(=C1)C=1C=CC(=NC1)N1CCNCC1